NC1=C(C=CC(=C1F)NCC1=CC=C(C=C1)[N+](=O)[O-])NC(CCCCCC)=O N-(2-Amino-3-fluoro-4-((4-nitrobenzyl)amino)phenyl)heptanamid